(2S)-N-[(4-carbamimidoylthiophen-2-yl)methyl]-1-{2-[(4-pentylphenyl)formamido]acetyl}pyrrolidine-2-carboxamide C(N)(=N)C=1C=C(SC1)CNC(=O)[C@H]1N(CCC1)C(CNC(=O)C1=CC=C(C=C1)CCCCC)=O